N-(2-((4-((2-cyano-4-nitrophenyl)diazenyl)phenyl)(ethyl)amino)ethyl)propiolamide C(#N)C1=C(C=CC(=C1)[N+](=O)[O-])N=NC1=CC=C(C=C1)N(CCNC(C#C)=O)CC